C1(CCCCC1)C1=NC2=CC=CC=C2C(N1)=O 2-(cyclohexyl)-4[3H]quinazolinone